4-((6-bromo-8-cyclopentyl-7-oxo-7,8-dihydropyrido[2,3-d]pyrimidin-2-yl)amino)-3-methylbenzene-1-sulfonyl chloride BrC1=CC2=C(N=C(N=C2)NC2=C(C=C(C=C2)S(=O)(=O)Cl)C)N(C1=O)C1CCCC1